BrC=1C(=CC=C2C=C(C=C(C12)N1CC=2N=C(N=C(C2CC1)N1CC2(CC(C2)O)CCC1)OC[C@]12CCCN2C[C@@H](C1)F)O)F 6-(7-(8-bromo-7-fluoro-3-hydroxynaphthalen-1-yl)-2-(((2R,7aS)-2-fluorohexahydro-1H-pyrrolizin-7a-yl)methoxy)-5,6,7,8-tetrahydropyrido[3,4-d]pyrimidin-4-yl)-6-azaspiro[3.5]nonan-2-ol